6-phosphogluconic acid hexyl ester C(CCCCC)OC(=O)[C@H](O)[C@@H](O)[C@H](O)[C@H](O)COP(=O)(O)O